6-(methylthio)-4H-pyrimido[1,2-a]pyrimidin-4-one CSC1=CC=NC=2N1C(C=CN2)=O